BrC1=CC(=NC=C1)CN1C(CN(CC2=C1C=CC=C2)C(=O)C2=CC=C(C=C2)C(F)(F)F)CCC2CCCC2 (1-((4-bromopyridin-2-yl)methyl)-2-(2-cyclopentylethyl)-1,2,3,5-tetrahydro-4H-benzo[e][1,4]diazepin-4-yl)(4-(trifluoromethyl)phenyl)methanone